[N+](=O)([O-])C1=CC=C(C=C1)N(C1=NC2=CC=CC=C2N=C1N(C1=CC=C(C=C1)OC)C1=CC=C(C=C1)[N+](=O)[O-])C1=CC=C(C=C1)OC 2,3-bis[4-nitrophenyl-(4-methoxyphenyl)amino]quinoxaline